water sodium Sodium [Na].[Na].O